ClC1=C(C(=CC=C1)Cl)N1C=2N(C3=C(C1=O)C=NC(=N3)NC3=CC(=C(C(=C3)F)N3CCN(CC3)C)Cl)CCN2 6-(2,6-Dichlorophenyl)-2-((3-chloro-5-fluoro-4-(4-methylpiperazin-1-yl)phenyl)amino)-8,9-dihydroimidazo[1,2-a]pyrimido[5,4-e]pyrimidin-5(6H)-one